BrC1=C(C(=C2C(C(NC2=C1F)=O)=O)F)F 6-bromo-4,5,7-trifluoroindoline-2,3-dione